2-isopropyl-N-(4-phenyl-2-(pyrrolidin-1-yl)-pyridin-3-yl)pyrimidine-5-carboxamide C(C)(C)C1=NC=C(C=N1)C(=O)NC=1C(=NC=CC1C1=CC=CC=C1)N1CCCC1